CC1=CCC(CC1)/C(=C/CC=C(C)C)/C α-Bisabolen